C(C)O[C@@H](C)[C@@]1(CN(CC1)C1(CC1)C=1C=CC(=NC1)C)CCC=1SC=CC1 5-(1-((S)-3-((S)-1-ethoxyethyl)-3-(2-(thiophen-2-yl)ethyl)pyrrolidin-1-yl)cyclopropyl)-2-methylpyridine